C(C)(C)S(=O)(=O)N1CC(C1)=CC#N 2-(1-(isopropylsulfonyl)azetidin-3-ylidene)acetonitrile